N-Cyclopropyl-5-[3-(4-fluorophenyl)-3H-imidazo[4,5-c]pyridin-2-yl]pyrimidin-2-amine C1(CC1)NC1=NC=C(C=N1)C1=NC2=C(C=NC=C2)N1C1=CC=C(C=C1)F